N-(4-(2-(4-acrylamidophenyl)-4-amino-7-cyano-1-methyl-1H-pyrrolo[3,2-c]pyridin-3-yl)-2-methoxyphenyl)-1-(trifluoromethyl)cyclopropane-1-carboxamide C(C=C)(=O)NC1=CC=C(C=C1)C1=C(C=2C(=NC=C(C2N1C)C#N)N)C1=CC(=C(C=C1)NC(=O)C1(CC1)C(F)(F)F)OC